ClC1=CC=C(C=C1)C1=NN(N=C1)C1=CC(=CC=C1)[C@H](C)SC1=NN=CN1C (S)-4-(4-chlorophenyl)-2-(3-(1-(4-methyl-4H-1,2,4-triazol-3-ylsulfanyl)ethyl)phenyl)-2H-1,2,3-triazole